2-(tert-butoxycarbonyl)-amino-3-methylbutanoic acid C(C)(C)(C)OC(=O)C(C(=O)O)(C(C)C)N